CC1(C(C(=C[C@]2(CCN(C2)C(=O)C2=C(N=CO2)C)C1)C#N)=O)C (5R)-9,9-dimethyl-2-(4-methyl-1,3-oxazole-5-carbonyl)-8-oxo-2-azaspiro[4.5]dec-6-ene-7-carbonitrile